4-(((4'-(6-chloro-2-(((3R,3aR,6R,6aR)-6-hydroxyhexahydrofuro[3,2-b]furan-3-yl)oxy)-1H-benzo[d]imidazol-5-yl)-[1,1'-biphenyl]-4-yl)methyl)amino)-N-(1,3-dihydroxypropan-2-yl)butanamide ClC=1C(=CC2=C(NC(=N2)O[C@H]2[C@@H]3[C@H](OC2)[C@@H](CO3)O)C1)C1=CC=C(C=C1)C1=CC=C(C=C1)CNCCCC(=O)NC(CO)CO